NC1=NC=CC(=C1)OC1=C(C=C(C=C1)C1=NN(C(=C1C(=O)N)C(F)(F)F)C1=NC=CC=C1F)F (4-((2-aminopyridin-4-yl)oxy)-3-fluorophenyl)-1-(3-fluoropyridin-2-yl)-5-(trifluoromethyl)-1H-pyrazole-4-carboxamide